BrC1=CC(=C(C(=O)OC)C=C1F)[N+](=O)[O-] Methyl 4-bromo-5-fluoro-2-nitro-benzoate